2-((5-(4-fluorophenylcarbamoyl)pyridin-2-ylamino)methyl)-4-(trifluoromethoxy)phenylboronic acid FC1=CC=C(C=C1)NC(=O)C=1C=CC(=NC1)NCC1=C(C=CC(=C1)OC(F)(F)F)B(O)O